(S)-6-chloro-3-nitro-N-(oxetan-2-ylmethyl)pyridin-2-amine ClC1=CC=C(C(=N1)NC[C@H]1OCC1)[N+](=O)[O-]